C(C)N(CC)[Nb](=NC(C)(C)C)(N(CC)CC)N(CC)CC tris(diethylamino)(tert-butylimino)niobium (V)